C1(CC1)[C@@H](C1=NN(C2=CC=C(C=C12)C(=O)NC1(CS(C1)(=O)=O)C)C1=CC(=CC=C1)OC(F)F)O (S)-3-(cyclopropyl(hydroxy)methyl)-1-(3-(difluoromethoxy)phenyl)-N-(3-methyl-1,1-dioxidothietan-3-yl)-1H-indazole-5-carboxamide